Ethyl 3-(6-methoxy-2-(morpholine-4-carbonyl)benzo[b]thiophen-5-yl)propanoate COC=1C(=CC2=C(SC(=C2)C(=O)N2CCOCC2)C1)CCC(=O)OCC